C1(CCC1)OC=1C=C(C(=O)O)C=C(C1C1=CN(C2=NC=C(C=C21)C=2C(=NOC2C)C)C2CCOCC2)F 3-cyclobutoxy-4-(5-(3,5-dimethylisoxazol-4-yl)-1-(tetrahydro-2H-pyran-4-yl)-1H-pyrrolo[2,3-b]pyridin-3-yl)-5-fluorobenzoic acid